NC1=C(C(=O)O)C(=CC(=C1)OCC1CC1)F 2-amino-4-(cyclopropylmethoxy)-6-fluorobenzoic acid